pyridine-2-carboxaldehyde N1=C(C=CC=C1)C=O